FC=1C=C(C=CC1O)C#CCN(C(OC(C)(C)C)=O)C tert-butyl (3-(3-fluoro-4-hydroxyphenyl)prop-2-yn-1-yl)(methyl)carbamate